3-((6-bromo-2-(1-(2,5-dichlorophenyl)-2,5-dimethyl-1H-pyrrol-3-yl)-3H-imidazo[4,5-b]pyridin-7-yl)amino)benzenesulfonamide BrC=1C(=C2C(=NC1)NC(=N2)C2=C(N(C(=C2)C)C2=C(C=CC(=C2)Cl)Cl)C)NC=2C=C(C=CC2)S(=O)(=O)N